CO/C=C/C(=O)[O-] (E)-β-methoxyacrylate